NCC=1C=C(C=CC1)C=1C=CC2=C(C(=C(O2)CCOC)COC2=C(C=CC=C2)CC(=O)O)C1 2-(2-((5-(3-(aminomethyl)phenyl)-2-(2-methoxyethyl)benzofuran-3-yl)methoxy)phenyl)acetic acid